CN1N=CC(=CC1=O)S(=O)(=O)Cl 1-methyl-6-oxo-1,6-dihydropyridazine-4-sulfonyl chloride